3-(5-chloro-1-methyl-2-oxo-1,2-dihydro-1,6-naphthyridin-3-yl)-3-methoxypyrrolidine-1-carboxylic acid tert-butyl ester C(C)(C)(C)OC(=O)N1CC(CC1)(OC)C=1C(N(C2=CC=NC(=C2C1)Cl)C)=O